ClC1=C(\C=N\O[C@@H](C(=O)OCC)C)C=C(C(=C1)F)N1C(N(C(N(C1=O)C)=S)C)=O ethyl (2R)-2-({(E)-[2-chloro-5-(3,5-dimethyl-2,6-dioxo-4-sulfanylidene-1,3,5-triazinan-1-yl)-4-fluorobenzylidene] amino} oxy)propanoate